3-[4-[3-[2-[2-[2-[2-[2-(methylamino)ethoxy]ethoxy]ethoxy]ethoxy]ethoxy]propyl]-1-oxo-isoindolin-2-yl]piperidine-2,6-dione CNCCOCCOCCOCCOCCOCCCC1=C2CN(C(C2=CC=C1)=O)C1C(NC(CC1)=O)=O